ClC1=CC=C(C=C1)[C@H](CC#N)O (3S)-3-(4-chlorophenyl)-3-hydroxypropanenitrile